FC1=C(C2=C(C=CO2)C=C1)OB(O)O (6-fluorobenzofuran-7-yl)boric acid